C(C)N1C(C2=CC=CC=C2C(=N1)C(=O)N1CCN(CC1)C1=NC=C(C=C1)C(F)(F)F)=O 2-ethyl-4-[[4-[5-(trifluoromethyl)-2-pyridinyl]-1-piperazinyl]carbonyl]-1(2H)-phthalazinone